N1=C(C=NC2=CC=CC=C12)C=1C=NN(C1)C1CC2(C1)CC(C2)C(=O)N 2-(4-quinoxalin-2-ylpyrazol-1-yl)spiro[3.3]heptane-6-carboxamide